C1(C(C1C(C#N)C1=C(C(=C(C(=C1F)F)C#N)F)F)C(C#N)C1=C(C(=C(C(=C1F)F)C#N)F)F)C(C#N)C1=C(C(=C(C(=C1F)F)C#N)F)F (2e,2'e,2''e)-2,2',2''-(cyclopropane-1,2,3-triyl)tris(2-(4-cyanoperfluorophenyl)-acetonitrile)